4-(isopropylamino)-2-(methylmercapto)pyrimidine-5-carbaldehyde C(C)(C)NC1=NC(=NC=C1C=O)SC